2-(2,3-difluoro-6-(2-morpholinothiazol-4-yl)phenoxy)-N-(2-(2-(2-(2-((2-(2,6-dioxopiperidin-3-yl)-6-fluoro-1,3-dioxoisoindolin-5-yl)amino)ethoxy)ethoxy)ethoxy)ethyl)acetamide FC1=C(OCC(=O)NCCOCCOCCOCCNC=2C=C3C(N(C(C3=CC2F)=O)C2C(NC(CC2)=O)=O)=O)C(=CC=C1F)C=1N=C(SC1)N1CCOCC1